N1C(=NC=C1)CN1CCN(CC1)C1=CC2=C(CC(O2)(C)C)C=C1NC(=O)C=1C=NN2C1N=CC=C2 N-(6-(4-((1H-imidazol-2-yl)methyl)piperazin-1-yl)-2,2-dimethyl-2,3-dihydrobenzofuran-5-yl)pyrazolo[1,5-a]pyrimidine-3-carboxamide